mesyl phosphate P(=O)(OS(=O)(=O)C)([O-])[O-]